7,7-dichlorobicyclo[3.2.0]hept-2-en-6-one ClC1(C(C2CC=CC12)=O)Cl